10-((tert-butyldimethylsilyl)oxy)nonadecan-1-ol [Si](C)(C)(C(C)(C)C)OC(CCCCCCCCCO)CCCCCCCCC